C(C)(C)(C)C1=NOC(=N1)C=1C(=NC(=NC1)NC1=CC=C(C(=O)N(C)C)C=C1)N[C@H](CO)C1=CC=CC=C1 4-[[5-(3-tert-butyl-1,2,4-oxadiazol-5-yl)-4-[[(1S)-2-hydroxy-1-phenyl-ethyl]amino]pyrimidin-2-yl]amino]-N,N-dimethyl-benzamide